2-[(3R)-5,5-difluoro-1-(1H-imidazole-1-carbonyl)piperidin-3-yl]-1λ6,2-thiazolidine-1,1-di-one FC1(C[C@H](CN(C1)C(=O)N1C=NC=C1)N1S(CCC1)(=O)=O)F